[2H]C1(CCN(C2=C(C=CC=C12)OC)C(=O)OC(C)(C)C)N1C(N(C2=NC(=NC=C2C1)SC)C)=O tert-butyl 4-deuterio-8-methoxy-4-(1-methyl-7-methylsulfanyl-2-oxo-4H-pyrimido[4,5-d]pyrimidin-3-yl)-2,3-dihydroquinoline-1-carboxylate